3-((3-aminopropyl)amino)propanoic acid NCCCNCCC(=O)O